FC1=CC=C(C=C1)N1N=CC2=CC(=CC=C12)C1C(N(C(C1)=O)CC1=CC=C(C=C1)OC)=O 3-(1-(4-fluorophenyl)-1H-indazol-5-yl)-1-(4-methoxybenzyl)pyrrolidine-2,5-dione